C(C)OC(C1=C(C(=C(C=C1)OC)OC)OC)=O trimethoxybenzoic acid ethyl ester